CC1CCC(NC1)C1=CC=C2CNC(C2=C1)=O 6-(5-methylpiperidin-2-yl)Isoindolin-1-one